C(C)(C)(C)OC(=O)N1CC2(C1)CC(C2)SC(C)=O.C2CCC1CC=CC=C21 tetra-hydroindene tert-Butyl-6-(acetylthio)-2-azaspiro[3.3]heptane-2-carboxylate